3-(2-hydroxycyclohexyl)azetidin-3-ol OC1C(CCCC1)C1(CNC1)O